FC(OC1=CC=C(C=C1)C1=NNN=C1C1NC2=C(C=CC=C2C(N1)=O)C)F 2-[4-[4-(Difluoro-methoxy)phenyl]-2H-1,2,3-triazol-5-yl]-8-methyl-2,3-dihydro-1H-quinazolin-4-one